ClC1=CC=C(C=N1)CN(C)CC=1C=NC(=CC1)Cl 1-(6-chloropyridin-3-yl)-N-((6-chloropyridin-3-yl)methyl)-N-methylmethanamine